C(CCCC=CCCCCCCCCCCCC)C1C(=O)OC(C1)=O 5-octadecenyl-succinic anhydride